N-(3,4-difluorophenyl)-1,3,5-trimethyl-4-(2-oxo-2-(pyridin-2-ylamino)acetyl)-1H-Pyrrole-2-carboxamide FC=1C=C(C=CC1F)NC(=O)C=1N(C(=C(C1C)C(C(NC1=NC=CC=C1)=O)=O)C)C